CC1=CC=C(C=C1)S\C(=C\C)\C1=CC=CC=C1 (E)-(2-methyl-1-phenylvinyl) (4-methylphenyl) sulfide